5H,11H,15H-xantheno(2,3,4-ij:5,6,7-i'j')diquinolizin-18-ium C=1C=2C3=C(C=CCN3CC1)C=C1C=C3C=C4CC=CN5CC=CC(=C45)C3=[O+]C12